COC(C1=C(C=C(C(=C1)F)C1=CC=CC=2CN(COC21)C(C2=C(C=C(C=C2Cl)N2CC1(C2)CC(C1)C#N)Cl)=O)N1C2COCC1CC2)=O 4-[3-[2,6-dichloro-4-(6-cyano-2-azaspiro[3.3]heptan-2-yl)benzoyl]-2,4-dihydro-1,3-benzoxazin-8-yl]-5-fluoro-2-(3-oxa-8-azabicyclo[3.2.1]oct-8-yl)benzoic acid methyl ester